FC=1C(=NC=CC1)N1N=CC(=C1C(F)(F)F)C(=O)N (3-fluoropyridine-2-yl)-5-(trifluoromethyl)-1H-pyrazole-4-carboxamide